2,8-Dimethyl-1-[2-methyl-4-(1-methylpyrazol-4-yl)phenyl]sulfonyl-quinolin-4-one CC=1N(C2=C(C=CC=C2C(C1)=O)C)S(=O)(=O)C1=C(C=C(C=C1)C=1C=NN(C1)C)C